COC1=NC=C(C=C1C(=O)NCC(C(=O)OC1CCOCC1)(C)C)C1=CC=C2C(=NNC2=C1)C(NC[2H])=O oxan-4-yl 3-[(2-methoxy-5-{3-[(deutero)methylcarbamoyl]-1H-indazol-6-yl}pyridin-3-yl)formamido]-2,2-dimethyl-propanoate